manganese sulphate S(=O)(=O)([O-])[O-].[Mn+2]